FC1=C(C(=C(C(=C1[B-](C1=C(C(=C(C(=C1F)F)F)F)F)(C1=C(C(=C(C(=C1F)F)F)F)F)C1=C(C(=C(C(=C1F)F)F)F)F)F)F)F)F.CC1=CC=C(C=C1)[I+]C1=CC=C(C=C1)C(C)C 4-methylphenyl-4-(1-Methylethyl)phenyliodonium tetrakis(pentafluorophenyl)borate